(R)-2-(1-(4-bromothiophen-2-yl)cyclopropyl)-6-(2-(3-chlorophenyl)-2-hydroxyacetyl)-5,6,7,8-tetrahydropyrido[4,3-d]pyrimidin-4(3H)-one BrC=1C=C(SC1)C1(CC1)C=1NC(C2=C(N1)CCN(C2)C([C@H](O)C2=CC(=CC=C2)Cl)=O)=O